NC1=NC=2C=C(C(=CC2C2=C1N(N=C2)C)C(=O)N([C@H]2CCC1=NC(=CC=C12)C(F)(F)F)C)F 4-amino-7-fluoro-N,3-dimethyl-N-((5S)-2-(trifluoromethyl)-6,7-dihydro-5H-cyclopenta[b]pyridin-5-yl)-3H-pyrazolo[3,4-c]quinoline-8-carboxamide